CCC(C(=O)[O-])=O.C(C(=O)C)(=O)O.[Na+] Sodium pyruvate (Methyl pyruvate)